OC=1C=C(C=CC1O)N[C@@H](CC1=CC=CC=C1)C(=O)O 3,4-dihydroxyphenyl-phenylalanine